[SiH3]O monosilanol